C(C)(C)(C)CC(CCC(C)(C)OOC(C(CCCC)CC)=O)(C)OOC(C(CCCC)CC)=O t-butyl-2,5-bis(2-ethylhexanoylperoxy)-2,5-dimethylhexane